C1CCC2=C(C=3CCCC3C=C12)NC(=O)N=[S@@](=O)(N)C=1C=NC(=CC1)C(C)(C)O (S)-N'-((1,2,3,5,6,7-hexahydro-s-indacen-4-yl)-carbamoyl)-6-(2-hydroxy-propan-2-yl)pyridine-3-sulfonimidamide